FC=1C=C2C=3C=CC(=CC3NC2=CC1F)CC(=O)NC1=CC=C(CNC(OC(C)(C)C)=O)C=C1 tert-butyl 4-(2-(6,7-difluoro-9H-carbazol-2-yl)acetamido)benzylcarbamate